2-ethoxypyridine-3-formaldehyde C(C)OC1=NC=CC=C1C=O